C(=O)(O)C=1C=C(C=CC1)C=1N(C2=CC(=C(C=C2C1I)C(=O)O)O)C 2-(3-carboxyphenyl)-6-hydroxy-3-iodo-1-methyl-1H-indole-5-carboxylic acid